(4-((5-chloro-4-(1-isopropyl-1H-pyrazolyl)pyrimidin-2-yl)amino)-3-methoxyphenyl)(4-methylpiperazin-1-yl)methanethione ClC=1C(=NC(=NC1)NC1=C(C=C(C=C1)C(=S)N1CCN(CC1)C)OC)C1=NN(C=C1)C(C)C